2-fluoro-3-(isopropylamino)-4-nitrobenzoic acid methyl ester COC(C1=C(C(=C(C=C1)[N+](=O)[O-])NC(C)C)F)=O